CC1=NC=CC(=C1)CCP(C1=CC=CC=C1)(C1=CC=CC=C1)=O (2-(2-methylpyridin-4-yl)ethyl)diphenyl-phosphorus oxide